[Cl-].OC(C[NH+](CCCCCCCCCCCCCCCCCC)CCCCCCCCCCCCCCCCCC)O N-dihydroxyethyl-N,N-dioctadecyl-ammonium chloride